CC(CC[C@@H](C(=O)O)NCC=1C=NC=C(C1)C)(C)C (2S)-5,5-dimethyl-2-{[(5-methylpyridin-3-yl)methyl]amino}hexanoic acid